COC=1C=C(C=CC1OC)C1=NC2=C(N1C)C=C(C=C2C)C2CCN(CC2)C2CC1CCC(C2)N1C(C)C 2-(3,4-dimethoxyphenyl)-6-(1-(8-isopropyl-8-azabicyclo[3.2.1]oct-3-yl)piperidin-4-yl)-1,4-dimethyl-1H-benzo[d]imidazole